Dimethyl acetyl succinate CC(=O)C(CC(=O)OC)C(=O)OC